N-(1-(2-(1,1-difluoroethyl)pyrimidin-4-yl)-3-(3-methyl-4-(methylamino)pyrrolidin-1-yl)-1H-pyrazolo[4,3-C]pyridin-6-yl)acetamide trifluoroacetate FC(C(=O)O)(F)F.FC(C)(F)C1=NC=CC(=N1)N1N=C(C=2C=NC(=CC21)NC(C)=O)N2CC(C(C2)NC)C